N[C@@H]1[C@@H](N(CC1)C(=O)C1CCC1)CC=1C=C(C=CC1)C1=CC(=CC=C1)F {cis-3-amino-2-[(3'-fluoro[1,1'-biphenyl]-3-yl)methyl]pyrrolidin-1-yl}(cyclobutyl)methanone